C1(NC(CC2CNCCC12)=O)=O hexahydro-2,6-naphthyridine-1,3(2H,4H)-dione